1-(2-(2-methoxy-5-nitro-4-(piperidin-1-yl)phenylamino)pyrimidin-4-yl)-3-methyl-1H-pyrazole-4-carbaldehyde COC1=C(C=C(C(=C1)N1CCCCC1)[N+](=O)[O-])NC1=NC=CC(=N1)N1N=C(C(=C1)C=O)C